2-oxo-3-(propan-2-yl)-2,3-dihydro-1,3-benzoxazol O=C1OC2=C(N1C(C)C)C=CC=C2